C(=O)C1CCC(CC1)N1N=C2C=C(C=CC2=C1)C(C)(C)O 2-(4-formylcyclohexyl)-6-(2-hydroxypropan-2-yl)-2H-indazol